C(C)NCCCN(CCC)CC 1,5-diethyl-1,5-diazaoctane